C1COC(=O)[C@H]1NC(=O)/C=C/C2=CC=C(C=C2)O The molecule is an N-acyl-L-homoserine lactone having 4-coumaroyl as the acyl substituent. It has a role as a signalling molecule and a metabolite.